N-(7-methoxy-4-phenyl-1H-1,3-benzodiazol-2-yl)-2-methyl-1,3-thiazole-5-carboxamide COC1=CC=C(C2=C1NC(=N2)NC(=O)C2=CN=C(S2)C)C2=CC=CC=C2